NC1=NBC2=C1C=CC=C2 aminobenzoborazole